6,7-difluoro-5-methylquinoxaline FC=1C(=C2N=CC=NC2=CC1F)C